benzyl 1-({[(benzyloxy) carbonyl] amino} sulfonyl)-3-[4-(piperidin-4-yl) phenyl]-1H-pyrrole-2-carboxylate hydrochloride Cl.C(C1=CC=CC=C1)OC(=O)NS(=O)(=O)N1C(=C(C=C1)C1=CC=C(C=C1)C1CCNCC1)C(=O)OCC1=CC=CC=C1